N-(4-(2-(((1R,3R,4R)-4-amino-3-methylcyclohexyl)amino)-8-ethylquinazolin-6-yl)-2-fluorophenyl)-2-chlorobenzenesulfonamide N[C@H]1[C@@H](C[C@@H](CC1)NC1=NC2=C(C=C(C=C2C=N1)C1=CC(=C(C=C1)NS(=O)(=O)C1=C(C=CC=C1)Cl)F)CC)C